3-(2,4-dioxo-1,3-diazinan-1-yl)-1-methyl-1H-indazole-6-Carbaldehyde O=C1N(CCC(N1)=O)C1=NN(C2=CC(=CC=C12)C=O)C